O=C1NC(CCC1N1C(C2=CC=CC(=C2C1)SCCOCCOCCOCCOCCOCC(=O)N)=O)=O 17-((2-(2,6-dioxopiperidin-3-yl)-1-oxoisoindolin-4-yl)sulfanyl)-3,6,9,12,15-pentaoxaheptadecane-1-amide